CC1=C(C=C(C(=C1)C1(COC1)OCC1=C(C=CC=C1)OC(F)(F)F)C)N=CN(C)CC N'-(2,5-dimethyl-4-(3-((2-(trifluoromethoxy)benzyl)oxy)oxetan-3-yl)phenyl)-N-ethyl-N-methylformimidamide